N-methyl-oxan-4-amine CNC1CCOCC1